COC1=NC=CC2=C(C=CC=C12)[C@@H](C=1N=NN(C1)C1(CC1)C(F)(F)F)NC=1C=C2C(=C(C=NC2=C(C1)C#N)C#N)NCC(C)(C)C (S)-6-(((1-methoxyisoquinolin-5-yl)(1-(1-(trifluoromethyl)cyclopropyl)-1H-1,2,3-triazol-4-yl)methyl)amino)-4-(neopentylamino)quinoline-3,8-dicarbonitrile